BrC1=C(C=CC(=C1)F)S(=O)(=O)NC1=NOC(=C1C)C 2-bromo-N-(4,5-dimethylisoxazol-3-yl)-4-fluoro-benzenesulfonamide